tert-butyl (3R)-3-[4-[(6-phenoxy-3-pyridyl)amino]pyrido[3,2-d]pyrimidin-6-yl]piperidine-1-carboxylate O(C1=CC=CC=C1)C1=CC=C(C=N1)NC=1C2=C(N=CN1)C=CC(=N2)[C@H]2CN(CCC2)C(=O)OC(C)(C)C